O[C@](C[C@@H]1[C@H](O1)[C@H](C)[C@H](CC)O)(C#C)C (2R,3s)-2-((2R,3R)-3-((R)-2-hydroxy-2-methylbut-3-yn-1-yl)oxiran-2-yl)pentan-3-ol